3-methyl-2,4-dibenzoyl-carboxypentane CC(C(CC(=O)O)C(C1=CC=CC=C1)=O)C(C)C(C1=CC=CC=C1)=O